BrC1([C@@H]2N([C@H](C(S2)(C)C)C(=O)O)C1=O)Br 6,6-dibromopenicillanic acid